C(C)O[Si](CCCN1N=C(N=C1N)C1=CC=C(C=C1)C1=NNC(=N1)N)(OCC)OCC 1-[3-(Triethoxysilyl)propyl]-3,3'-(1,4-phenylene)bis(5-amino-1,2,4-triazole)